1-[6-[5-(5,6-dimethyl-1H-indazol-4-yl)-1-methyl-4-(1-methylindazol-5-yl)imidazol-2-yl]-2-azaspiro[3.3]heptan-2-yl]prop-2-en-1-one CC=1C(=C2C=NNC2=CC1C)C1=C(N=C(N1C)C1CC2(CN(C2)C(C=C)=O)C1)C=1C=C2C=NN(C2=CC1)C